(1S,4s)-4-(8-((2,4-dichloro-6-fluorophenyl)amino)-2-(((3S,4R)-3-methyltetrahydro-2H-pyran-4-yl)amino)-9H-purin-9-yl)-1-methylcyclohexanecarboxylic acid ClC1=C(C(=CC(=C1)Cl)F)NC=1N(C2=NC(=NC=C2N1)N[C@H]1[C@@H](COCC1)C)C1CCC(CC1)(C(=O)O)C